ClC1=C(C=CC=C1)S(=O)(=O)NC1=C(C=C(C=C1)C1=NC=2C=NC(=NC2N(C1=O)C(C)C)NC1CCC(CC1)N(C)C)F 2-chloro-N-(4-(2-(((1r,4r)-4-(dimethylamino)cyclohexyl)amino)-8-isopropyl-7-oxo-7,8-dihydropteridin-6-yl)-2-fluorophenyl)benzenesulfonamide